Cl.CN1N=NC2=C1C=CC(=C2C)[C@H](CC(=O)O)C2=CC(=C(C=C2)C)CN2C[C@H](OC1=C(C2)N=C(C=C1)O)CC (R)-3-(1,4-dimethyl-1H-benzo[d][1,2,3]triazol-5-yl)-3-(3-(((R)-2-ethyl-7-hydroxy-2,3-dihydropyrido[2,3-f][1,4]oxazepin-4(5H)-yl)methyl)-4-methylphenyl)propionic acid hydrochloride